C(C)(C)(C)OC(=O)N1[C@@H](CCC1)C1=C(C=CC=C1)C=1C=NC=CC1.C(C(C)(C)C)NC(C=C)=O N-neopentyl-acrylamide tert-butyl-(2S)-2-[2-(pyridin-3-yl)phenyl]pyrrolidine-1-carboxylate